[Br-].C(C)N1CC=CC=C1 1-Ethylpyridine bromide